ClC1=C(C(=NC=C1)N)C#CC(C)C 4-chloro-3-(3-methylbut-1-yn-1-yl)pyridine-2-amine